4,5-epoxy-hexahydrophthalate C(C1C(C(=O)[O-])CC2C(C1)O2)(=O)[O-]